CNC=1C=C(C)C=CC1 3-(methylamino)toluene